[Cl-].[Cl-].C[SiH](C)[Zr+2](C1C=CC=2CCCCC12)C1C=CC=2CCCCC12 rac-dimethylsilylbis(4,5,6,7-tetrahydro-1-indenyl)zirconium dichloride